C(CCCCCCCCCCCCCCCCCCCCC)(=O)N1[C@@H](C[C@@H](O)C1)C(=O)O behenoyl-hydroxyproline